6-Fluoro-8-(6-fluoro-1-methylsulfonylindol-4-yl)-4,4,9-trimethyl-2,5-dihydropyrazolo[4,3-c]chinolin FC1=CC(=C(C=2C=3C(C(NC12)(C)C)=CNN3)C)C3=C1C=CN(C1=CC(=C3)F)S(=O)(=O)C